C(C)(C)C(C(=O)NC=1C=NN(C1C1=CC(=NC=C1)[C@H](CC=C)NC(OC(C)(C)C)=O)C)C=C tert-butyl ((1S)-1-(4-(4-(2-isopropylbut-3-enamido)-1-methyl-1H-pyrazol-5-yl)pyridin-2-yl)but-3-en-1-yl)carbamate